C(C1=CC=CC=C1)NS(=O)(=O)C1=CC(=CC=C1)C1=NC2=C(C=CN=C2C=C1)N1CC(CCC1)(F)F N-benzyl-3-[8-(3,3-difluoropiperidin-1-yl)-1,5-naphthyridin-2-yl]benzene-1-sulfonamide